3-dehydroquinate C1[C@H]([C@@H](C(=O)C[C@]1(C(=O)[O-])O)O)O